CC=1N=C(NC(C1C)=O)N1N=C(C=C1NC(=O)NC=C)C (1-(4,5-dimethyl-6-oxo-1,6-dihydropyrimidin-2-yl)-3-methyl-1H-pyrazol-5-yl)-3-vinylurea